CC1=C(C(=CC=C1)C)C1=NC=2NS(C3=CC=CC(C(N[C@@H]4CN(C[C@H]4OC(=C1)N2)C(=O)OC(C)(C)C)=O)=C3)(=O)=O tert-butyl (3R,7R)-19-(2,6-dimethylphenyl)-9,15,15-trioxo-2-oxa-15λ6-thia-5,8,16,18,21-pentaazatetracyclo[15.3.1.110,14.03,7]docosa-1(20),10(22),11,13,17(21),18-hexaene-5-carboxylate